C(C\C=C\C=C\C)(=O)O (3E,5E)-hepta-3,5-dienoic acid